FC1=CC=C(C=C1)C(COC(F)(F)F)=O 1-(4-fluorophenyl)-2-(trifluoromethoxy)ethan-1-one